N2-(5-fluoro-1H-indazol-4-yl)-N4-methyl-5-(trifluoromethyl)pyrimidine-2,4-diamine FC=1C(=C2C=NNC2=CC1)NC1=NC=C(C(=N1)NC)C(F)(F)F